FC(C(C(C(C(C(C(C(C(C(C(C(F)(F)F)(F)F)(F)F)(F)F)(F)F)(F)F)(F)F)(F)F)(F)F)(F)F)(F)F)(F)F perfluorododecane